C(C)(C)(C)C1(CCCC1)N(C(O)=O)C1=C2C(=NC(=N1)Cl)N(N=C2)[C@@H]2O[C@@H]([C@H]1OC(O[C@H]12)(C)C)CO.C(C=C)OC[C@H](N)C(=O)O O-allyl-serine tert-Butyl-(6-chloro-1-((3aR,4R,6R,6aR)-6-(hydroxymethyl)-2,2-dimethyltetrahydrofuro[3,4-d][1,3]dioxol-4-yl)-1H-pyrazolo[3,4-d]pyrimidin-4-yl)(cyclopentyl)carbamate